4-{[7-fluoro-2-(quinolin-6-ylamino)quinazolin-8-yl]oxy}cyclohexanol FC1=CC=C2C=NC(=NC2=C1OC1CCC(CC1)O)NC=1C=C2C=CC=NC2=CC1